ClC=1C=C(C=CC1)C([C@H](OC(=O)N[C@H](C(=O)O)CC1CCCCC1)C1=CC=CC=C1)(F)F (S)-2-((((R)-2-(3-chlorophenyl)-2,2-difluoro-1-phenylethoxy)carbonyl)amino)-3-cyclohexylpropionic acid